racemic-N-(1-(1-cyanoethyl)-3-isopropoxy-1H-pyrazol-4-yl)carboxamide C(#N)[C@@H](C)N1N=C(C(=C1)NC=O)OC(C)C |r|